N-[1-[[(2-Fluoroacetyl)-[[(3S)-2-oxo-pyrrolidin-3-yl]methyl]amino]carbamoyl]-3-methyl-butyl]-1H-indole-2-carboxamide FCC(=O)N(C[C@H]1C(NCC1)=O)NC(=O)C(CC(C)C)NC(=O)C=1NC2=CC=CC=C2C1